ClC1=CC=C(CN[S@@](=O)C(C)(C)C)C=C1 (S)-N-(4-chlorobenzyl)-2-methylpropane-2-sulfinamide